NC1=NC=C(C=N1)/C(=C/C=1C=C(C(=O)N[C@@H]2[C@H](CCC(C2)(F)F)O)C=CC1OC(F)F)/F 3-[(1Z)-2-(2-aminopyrimidin-5-yl)-2-fluoroethenyl]-N-[(1S,2S)-5,5-difluoro-2-hydroxycyclohexyl]-4-(difluoromethoxy)benzamide